C(C1=CC=CC=C1)(=O)C=1C(=NC(=C(C#N)C1)C1=CC=CC=C1)C1=C(C=C(C=C1C)C)C 5-benzoyl-6-mesityl-2-phenyl-nicotinonitrile